O.CS(=O)(=O)O monomethanesulfonate monohydrate